ClC1=NN=C2N1C1=CC=C(C=C1C(=N2)N(C2=CC=CC=C2)C)F chloro-7-fluoro-N-methyl-N-phenyl-[1,2,4]triazolo[4,3-a]quinazolin-5-amine